5-(2,2,3,3,3-pentafluoropropoxy)pyrimidin-4-one FC(COC=1C(NC=NC1)=O)(C(F)(F)F)F